S1C2=C(C=C1C=1C=C(C=CC1)[C@H](C(=O)N1CC3=C(CCC1)N=C(NC3=O)C3(CC3)C3=CC=CC=C3)O)C=CC=C2 (R)-6-(2-(3-(benzo[b]thiophen-2-yl)phenyl)-2-hydroxyacetyl)-2-(1-phenylcyclopropyl)-3,5,6,7,8,9-hexahydro-4H-pyrimido[5,4-c]azepin-4-one